(S)-1-(5-(1-(2,2-difluorobenzo[d][1,3]dioxol-5-yl)ethoxy)-6-fluoropyridin-3-yl)-3-(trifluoromethyl)-1,4,5,6-tetrahydro-7H-indazol-7-one FC1(OC2=C(O1)C=CC(=C2)[C@H](C)OC=2C=C(C=NC2F)N2N=C(C=1CCCC(C21)=O)C(F)(F)F)F